CNS(OCC(=O)NC=1SC(=C(N1)C)CC1=CC(=CC(=C1)F)Cl)(=O)=O 2-((5-(3-chloro-5-fluorobenzyl)-4-methylthiazol-2-yl)amino)-2-oxoethyl methylsulfamate